1-(3-chlorophenyl)pyrazol ClC=1C=C(C=CC1)N1N=CC=C1